N1=C(N=CC=C1)N1CCN(CC1)CCCCCN1C(NC2=C1C=CC=C2)=O 1-(5-(4-(pyrimidin-2-yl)piperazin-1-yl)pentyl)-1H-benzo[d]imidazol-2(3H)-one